N-BOC-Glutarimide C(=O)(OC(C)(C)C)N1C(CCCC1=O)=O